7-ethoxy-6-methoxy-1-(2-(5-methoxy-1H-indol-3-yl)ethyl)-3,4-dihydroisoquinoline-2(1H)-formaldehyde C(C)OC1=C(C=C2CCN(C(C2=C1)CCC1=CNC2=CC=C(C=C12)OC)C=O)OC